(6-(cyclopropyl (methyl) amino)-1-oxo-2,3-dihydro-1H-pyrrolo[3,4-c]pyridin-4-yl) methylmesylate CCS(=O)(=O)OC1=NC(=CC2=C1CNC2=O)N(C)C2CC2